OC(CN1N=CC(=C1)C1=CC(=C(C(=N1)N1[C@H](CC1)C)C#N)C(F)(F)F)CO 6-[1-(2,3-dihydroxypropyl)pyrazol-4-yl]-2-[(2S)-2-methylazetidin-1-yl]-4-(trifluoromethyl)pyridine-3-carbonitrile